NCCP(=O)=NC(=N)N aminoethylphosphorylguanidine